1'-METHYL-N-(1-METHYL-1H-INDAZOL-7-YL)-6'-OXO-1',6'-DIHYDRO-[2,3'-BIPYRIDINE]-5-SULFONAMIDE CN1C=C(C=CC1=O)C1=NC=C(C=C1)S(=O)(=O)NC=1C=CC=C2C=NN(C12)C